C(CC)(=O)OC[C@@H](CC)C |r| (+-)-2-methylbutyl propionate